NC[C@@]12[C@@H]([C@@H]([C@H](C(OC1)O2)N2C=CC(C=C2)=O)O)O 1-((1S,2R,3R,4R)-1-(Aminomethyl)-2,3-dihydroxy-6,8-dioxabicyclo[3.2.1]octan-4-yl)pyridin-4(1H)-one